6-[8-[[6-[(2S)-2-aminopropoxy]-4-fluoro-2,3-dihydro-1H-inden-2-yl]methyl]-2-oxo-1-oxa-3,8-diazaspiro[4.5]decan-3-yl]-4H-pyrazino[2,3-b][1,4]oxazin-3-one N[C@H](COC1=CC(=C2CC(CC2=C1)CN1CCC2(CN(C(O2)=O)C2=NC3=C(OCC(N3)=O)N=C2)CC1)F)C